C(CC)(=O)O[C@@H]1[C@@H](O[C@H]([C@H]([C@H]1OC(CC)=O)OC(CC)=O)C)ON (2s,3s,4r,5r,6s)-2-(aminooxy)-6-methyltetrahydro-2H-pyran-3,4,5-trisyl tripropionate